methyl 1-methyl-4-(5-(methylsulfonylamino) pyridin-2-yl)-1H-pyrazole-5-carboxylate CN1N=CC(=C1C(=O)OC)C1=NC=C(C=C1)NS(=O)(=O)C